[3-(2,3-epoxypropoxy)-propyl]-trimethoxysilane C(C1CO1)OCCC[Si](OC)(OC)OC